[Ni].[Ag].[Zn] zinc-silver-nickel